7-hydroxy-2-(4-isopropylphenyl)-5-methoxychroman-4-one OC1=CC(=C2C(CC(OC2=C1)C1=CC=C(C=C1)C(C)C)=O)OC